C(C)OC(=O)C=1C(=NC(=C(C1)C#N)C)OC1=C(C=C(C=C1)F)OC 5-cyano-2-(4-fluoro-2-methoxy-phenoxy)-6-methyl-pyridine-3-carboxylic acid ethyl ester